C(C(=O)[O-])N The molecule is an alpha-amino-acid anion that is the conjugate base of glycine, arising from deprotonation of the carboxy group. It has a role as a fundamental metabolite. It is a conjugate base of a glycine.